[N+](=O)([O-])C1=C(C(C(=O)N[C@@H](CCC(N)=O)C(=O)O)=CC=C1)C(=O)O N-3-nitrophthaloyl-L-glutamine